N-(1-(3,4-difluorophenyl)-2,2,2-trifluoroethyl)-2-methylpropane-2-sulfinamide FC=1C=C(C=CC1F)C(C(F)(F)F)NS(=O)C(C)(C)C